FC1=CC=C(C=C1)C1=C(C(=NC2=CC3=C(C=C12)C=NN3S(=O)(=O)C3=CC=C(C)C=C3)OC3CN(C3)C(C)=O)C(C)C 1-[3-[5-(4-fluorophenyl)-6-isopropyl-1-(p-toluenesulfonyl)pyrazolo[4,3-g]quinolin-7-yl]oxyazetidin-1-yl]ethanone